C[C@]12[C@H]3CC[C@]4([C@H]([C@@H]3CC[C@H]2CC(CC1)=O)CC[C@@H]4[C@@H](CCCC(=O)OC)C)C Methyl (5R)-5-[(1R,3aS,3bR,5aS,9aS,9bS,11aR)-9a,11a-dimethyl-7-oxohexadecahydro-1H-cyclopenta[1,2-a]phenanthren-1-yl]hexanoate